C(C)(C)(C)OC(NC1CNC1)=O N-(azetidin-3-yl)carbamic acid tert-butyl ester